tert-butyl N-[2-[4-[2-(2,6-dioxo-3-piperidyl)-1,3-dioxo-isoindolin-4-yl]piperazin-1-yl]ethyl]-N-methyl-carbamate O=C1NC(CCC1N1C(C2=CC=CC(=C2C1=O)N1CCN(CC1)CCN(C(OC(C)(C)C)=O)C)=O)=O